C(CCC)C=1C(=C(C=CC1)OC=O)O butylhydroxyanisoleOne